pyridin-2-yl-(pyridine) N1=C(C=CC=C1)C1=NC=CC=C1